FC1(CCN(CC1)C(=O)OC(C)(C)C)CNC(=O)OC tert-Butyl 4-fluoro-4-(((methoxycarbonyl)amino)methyl)piperidine-1-carboxylate